(S)-2-((((9H-fluoren-9-yl)methoxy)carbonyl)amino)-3-(4-(tert-butoxycarbonyl)phenyl)propanoic acid C1=CC=CC=2C3=CC=CC=C3C(C12)COC(=O)N[C@H](C(=O)O)CC1=CC=C(C=C1)C(=O)OC(C)(C)C